NC1=NC=CC=C1C1=NC=2C(=NC(=CC2)N2N=CC=C2)N1C=1C=C2CC[C@@H](C2=CC1)NC(=O)C1=CN(C(C=C1)=O)C (S)-N-(5-(2-(2-aminopyridin-3-yl)-5-(1H-pyrazol-1-yl)-3H-imidazo[4,5-b]pyridin-3-yl)-2,3-dihydro-1H-inden-1-yl)-1-methyl-6-oxo-1,6-dihydropyridine-3-carboxamide